C(C)(=O)O[C@@]1([C@H](O[C@H]([C@@H]1OC(C)=O)N1C2=NC(=NC(=C2N=C1)N(C(=O)OC(C)(C)C)C(=O)OC(C)(C)C)Cl)CO[Si](C1=CC=CC=C1)(C1=CC=CC=C1)C(C)(C)C)C#C (2R,3R,4R,5R)-5-(6-(bis-(tert-butoxycarbonyl)amino)-2-chloro-9H-purin-9-yl)-2-(((tert-butyldiphenylsilyl)oxy)methyl)-3-ethynyltetrahydrofuran-3,4-diyl diacetate